N-(2-(1-((2-(2,4-dioxotetrahydropyrimidin-1(2H)-yl)-1,3-dioxoisoindolin-5-yl)methyl)piperidin-4-yl)-6-methoxy-2H-indazol-5-yl)-6-(trifluoromethyl)nicotinamide O=C1N(CCC(N1)=O)N1C(C2=CC=C(C=C2C1=O)CN1CCC(CC1)N1N=C2C=C(C(=CC2=C1)NC(C1=CN=C(C=C1)C(F)(F)F)=O)OC)=O